OC=1C(=NC=CC1)C=1C=NC=CC1C hydroxy-4'-methyl-[2,3'-bipyridine]